ClC1=C(C=CC(=C1)F)C1C(=C(NC(=N1)C=1SC=CN1)C1CCC(CC1)C=1OC=C(N1)C(=O)OC)C(=O)OC methyl 2-(4-(6-(2-chloro-4-fluorophenyl)-5-(methoxycarbonyl)-2-(thiazol-2-yl)-3,6-dihydropyrimidin-4-yl)cyclohexyl)oxazole-4-carboxylate